C(C)(C)(C)OC(=O)N(CCCCCOC1=C(C=CC(=C1)C)S(=O)(=O)N1[C@@H]([C@H](CC1)F)C(=O)O)C1CCC(CC1)(F)F (2R,3S)-1-((2-((5-((tert-Butoxycarbonyl)(4,4-difluorocyclohexyl)amino)pentyl)oxy)-4-methylphenyl)sulfonyl)-3-fluoropyrrolidine-2-carboxylic acid